bis(3-bromo-5-chlorophenyl)sulfane BrC=1C=C(C=C(C1)Cl)SC1=CC(=CC(=C1)Cl)Br